sodium thiocaprylate C(CCCCCCC)(=S)[O-].[Na+]